imidazo[4,5-f][1,10]phenanthroline platinum (II) dichloride [Pt](Cl)Cl.N1C=NC2=C3C=CC=NC3=C3N=CC=CC3=C21